N[C@H](C=1N=C2N(N=C(C(=N2)C)C[C@@H]2C(NC[C@@H](C2)C(F)(F)F)=O)C1)C1CCC(CC1)(F)F (3R,5R)-3-((6-((S)-amino(4,4-difluorocyclohexyl)methyl)-3-methylimidazo[1,2-b][1,2,4]triazin-2-yl)methyl)-5-(trifluoromethyl)piperidin-2-one